BrC1=C(C=CC(=C1)Br)N(C1=C(C=C(C=C1)Br)Br)C1=C(C=C(C=C1)Br)Br tri(2,4-dibromophenyl)amine